6-[[3-fluoro-5-(tri-fluoromethylsulfonyl)phenyl]methyl]-2-azaspiro[3.3]heptane FC=1C=C(C=C(C1)S(=O)(=O)C(F)(F)F)CC1CC2(CNC2)C1